C(#N)COC1=CC(=C(CC2=CC(=C(C=C2)NC(C)=O)C(C)C)C(=C1)C)C N-(4-(4-(cyanomethoxy)-2,6-dimethylbenzyl)-2-isopropylphenyl)acetamide